C1=CC=CC2=CC3=CC=CC=C3C(=C12)OB(O)O anthracene-9-yl-boric acid